3-(6-((2S,4R)-4-((5-chloro-4-((1-methyl-2-oxoindolin-5-yl)amino)pyrimidin-2-yl)(methyl)amino)-2-methyl-6-oxopiperidin-1-yl)-1-methyl-1H-indazol-3-yl)piperidine-2,6-dione ClC=1C(=NC(=NC1)N([C@@H]1C[C@@H](N(C(C1)=O)C1=CC=C2C(=NN(C2=C1)C)C1C(NC(CC1)=O)=O)C)C)NC=1C=C2CC(N(C2=CC1)C)=O